C(OC1=CN=CN=N1)(OC)=O [1,2,4]triazine-6-yl methyl carbonate